C1(=CC=CC=C1)NC1=CC=CC2=CC=CC=C12 Phenyl-α-naphthyl-Amine